BrC1=CC(=C(C=C1)C(C)=O)F (4-bromo-2-fluorophenyl)ethanone